N-[(1S,2R)-2-(4-pyrrolidin-1-ylphenoxy)cyclohexyl]propane-2-sulfonamide N1(CCCC1)C1=CC=C(O[C@H]2[C@H](CCCC2)NS(=O)(=O)C(C)C)C=C1